FC(C(=O)O)(F)F.C1NCC12COC(C2)=O 6-oxa-2-azaspiro[3.4]octan-7-one trifluoroacetate salt